tert-Butyl [[(2,4,6-trimethylphenyl)sulfonyl]oxy]carbamate CC1=C(C(=CC(=C1)C)C)S(=O)(=O)ONC(OC(C)(C)C)=O